OC1=CC=C(C=C1)C1(C=2C=CC=CC2C(C2=CC=CC=C12)=O)C1=CC=C(C=C1)O 10,10-bis(4-hydroxyphenyl)anthrone